n-propyl-aluminium C(CC)[Al]